silyl propyl-N,N-dimethylthiocarbamoyl tetrasulfide C(CC)S=C(N(C)C)SSSS[SiH3]